alpha-hydroxy-glycine OC(N)C(=O)O